C(C)(C)(C)OC(=O)N1C2CN(C(C1)C2)C=2C=CC(=C(C(=O)O)C2)C 5-(5-(tert-butoxycarbonyl)-2,5-diazabicyclo-[2.2.1]heptan-2-yl)-2-methylbenzoic acid